CN(CCC[Si](OC)(OC)OC)C N,N-dimethyl-3-(trimethoxysilyl)propane-1-amine